O=C1NCCC2=C1NC=C2 7-oxo-1,4,5,7-tetrahydro-6H-pyrrolo[2,3-c]pyridine